ClC1=CC=CC=2NC(=NC21)C(=O)N2CC=1N(CC2)N=CC1 (4-Chloro-1H-benzo[d]imidazol-2-yl)(6,7-dihydropyrazolo[1,5-a]pyrazin-5(4H)-yl)methanone